C(C)(C)(C)NC1=CC(=C(C=N1)C1=C(N=C(S1)C(=O)NCC(C)(C)O)C(=O)N1[C@H](CCC1)C)C(F)(F)F (S)-5-(6-(tert-butylamino)-4-(trifluoromethyl)pyridin-3-yl)-N-(2-hydroxy-2-methylpropyl)-4-(2-methylpyrrolidine-1-carbonyl)thiazole-2-carboxamide